4-((2R,3S,4S,5S)-3-(3,4-difluoro-2-methoxyphenyl)-4-methyl-5-(trifluoromethyl)tetrahydrofuran-2-carboxamido)picolinamide FC=1C(=C(C=CC1F)[C@H]1[C@@H](O[C@@H]([C@H]1C)C(F)(F)F)C(=O)NC1=CC(=NC=C1)C(=O)N)OC